butyl (R)-3-(3-methyl-2-oxopyrazin-1(2H)-yl)piperidine-1-carboxylate CC=1C(N(C=CN1)[C@H]1CN(CCC1)C(=O)OCCCC)=O